N(C1=CC=CC=C1)C1=C(C=C(C=2C(C3=CC=CC=C3C(C12)=O)=O)C(=O)[O-])C(=O)[O-] 1-anilinoanthraquinone-2,4-dicarboxylate